(2R,3R,4R,5S)-3,4,5-tris(benzyloxy)-1-(2,6-difluoro-3-(prop-1-en-2-yl)phenethyl)-2-methylpiperidine C(C1=CC=CC=C1)O[C@@H]1[C@H](N(C[C@@H]([C@H]1OCC1=CC=CC=C1)OCC1=CC=CC=C1)CCC1=C(C(=CC=C1F)C(=C)C)F)C